ethyl 3-chloro-2-methyl-2-(4-methylbenzyl)-3-oxopropanoate ClC(C(C(=O)OCC)(CC1=CC=C(C=C1)C)C)=O